N-Methyl-N-(2-((8-((3-methyl-4-((1-methyl-1H-benzo[d]imidazol-5-yl)oxy)phenyl)amino)pyrimido[5,4-d]pyrimidin-2-yl)amino)ethyl)acrylamide CN(C(C=C)=O)CCNC=1N=CC2=C(N1)C(=NC=N2)NC2=CC(=C(C=C2)OC2=CC1=C(N(C=N1)C)C=C2)C